N1(CCOCC1)C(C=O)C 2-(4-morpholinyl)-1-propanone